O=C1C2=C(N=C(N1)C1C(CC1)N1N=C(C=C1)C(F)(F)F)N(N=C2C#N)C(C)C=2C=NC(=CC2)C(F)(F)F 4-oxo-6-(2-(3-(trifluoromethyl)-1H-pyrazol-1-yl)cyclobutyl)-1-(1-(6-(trifluoromethyl)pyridin-3-yl)ethyl)-4,5-dihydro-1H-pyrazolo[3,4-d]pyrimidine-3-carbonitrile